CC(C)=[Hf](C1=CC=CC=2C3=CC=CC=C3CC12)C1C=CC=C1 dimethylmethylene(cyclopentadienyl)(fluorenyl)hafnium